FC(C1=NN=C(S1)N1N=CC2=C(C=C(C=C12)S(=O)(=O)NC1(CC1)C#N)C=1N=CNC1)F 1-[({1-[5-(difluoromethyl)(1,3,4-thiadiazol-2-yl)]-4-imidazol-4-yl-1H-indazol-6-yl}sulfonyl)amino]cyclopropanecarbonitrile